NC1=C(C=CC(=C1)N)C1=CC=CC=C1 2,4-diaminobiphenyl